FC=1C=CC(=C2CNC(C12)=O)C1=CC(=NC=C1)F 7-fluoro-4-(2-fluoropyridin-4-yl)isoindolin-1-one